FC=1C=C(C=C(C1)F)C1=NO[C@](C1)(C(=O)N[C@@H]1CO[C@@H](C1)C(NS(=O)(=O)C)=O)C (5R)-3-(3,5-difluorophenyl)-N-[cis-5-(methylsulfonylcarbamoyl)tetrahydrofuran-3-yl]-5-methyl-4H-isoxazole-5-carboxamide